2-(N,N-diethylamino)chloroethane hydrochloride Cl.C(C)N(CC)CCCl